ClC1=C(C(=O)N2COC3=C(C2)C=CC=C3C3=CC(=C(C(=O)OC)C=C3F)N3C2COCC3CC2)C(=CC(=C1)N1CC2(C1)CC(C2)F)Cl methyl 4-[3-[2,6-dichloro-4-(6-fluoro-2-azaspiro[3.3]heptan-2-yl)benzoyl]-2,4-dihydro-1,3-benzoxazine-8-yl]-5-fluoro-2-(3-oxa-8-azabicyclo[3.2.1]octan-8-yl)benzoate